[C@@H]12CCCC[C@@H](CC1)C2 (1r,6s)-bicyclo[4.2.1]nonane